ClC1=C(C=CC=C1)C1=NCC2=NN=C(N2C=2SC=3C[C@H](CC3C12)C(=O)N1CCOCC1)C (13S)-9-(2-Chlorophenyl)-3-methyl-13-(morpholine-4-carbonyl)-16-thia-2,4,5,8-tetraazatetracyclo[8.6.0.02,6.011,15]-hexadeca-1(10),3,5,8,11(15)-pentaene